C1(CC1)C=1C=CC=2N(C1)N=C(C2S(=O)(=O)CC)NCC2=NC=C(C=C2C(=O)OCC)C(F)(F)F ethyl 2-[[(6-cyclopropyl-3-ethylsulfonyl-pyrazolo[1,5-a]pyridin-2-yl)amino]methyl]-5-(trifluoromethyl)pyridine-3-carboxylate